4,7-Bis-(2,3-dihydrothieno[3,4-b][1,4]dioxin-5-yl)-2-phenyl-1H-benzo[d]imidazol O1C=2C(OCC1)=C(SC2)C2=CC=C(C=1NC(=NC12)C1=CC=CC=C1)C=1SC=C2OCCOC21